(Z)-2-acetyl-4-methyltridec-2-enoic acid ethyl ester C(C)OC(\C(=C/C(CCCCCCCCC)C)\C(C)=O)=O